(R)-N-(4-(3-(2-chloro-4-fluorobenzyl)-6-((2-imino-3-methyl-2,3-dihydro-1H-imidazole-1-yl)methyl)-4-oxochroman-8-yl)pyridin-2-yl)acetamide ClC1=C(C[C@@H]2COC3=C(C=C(C=C3C2=O)CN2C(N(C=C2)C)=N)C2=CC(=NC=C2)NC(C)=O)C=CC(=C1)F